(R)-N-(3-(1-(4-Methyl-4H-1,2,4-triazol-3-yl)propan-2-yl)phenyl)imidazo[1,2-a]pyrazine-6-carboxamide CN1C(=NN=C1)C[C@@H](C)C=1C=C(C=CC1)NC(=O)C=1N=CC=2N(C1)C=CN2